N-(3-(iso-butoxy)propyl)-3-morpholinopropan-1-amine C(C(C)C)OCCCNCCCN1CCOCC1